FC(C(=O)C1=C(C=CC=C1)F)F 2,2-difluoro-1-(2-fluorophenyl)ethanone